CN(C1=CC(=C(C=C1)OC)NC([C@@H](NCCCCCCC)CCSC)=O)C1=CC(OC2=CC=CC=C12)=O 4-(N-methyl-N-(3-(N-N-heptyl-L-methionylamino)-4-methoxyphenyl)-amino)coumarin